bis[6-(4-tert-butylphenyl)-1H-indolyl]chlorophosphine aluminum silicate silicon [Si+4].[Si]([O-])([O-])([O-])[O-].[Al+3].C(C)(C)(C)C1=CC=C(C=C1)C1=CC=C2C=CN(C2=C1)P(Cl)N1C=CC2=CC=C(C=C12)C1=CC=C(C=C1)C(C)(C)C